6,7-dibromo-2,3-dimethylquinoxaline BrC=1C=C2N=C(C(=NC2=CC1Br)C)C